CN1C(C(NC(C=2C=NC3=C(CC4(C(NC=5N=CC(C=CCOCCCC1)=CC45)=O)C3)C2)=O)CC=2C=C3C=NNC3=C(C2)C)=O 12-methyl-10-[(7-methyl-1H-indazol-5-yl)methyl]-17-oxa-5,9,12,23,25-pentazapentacyclo[19.5.2.11,4.13,7.024,27]triaconta-3,5,7(29),19,21(28),22,24(27)-heptaene-8,11,26-trione